undecanediboronic acid C(CCCCCCCCCC)(B(O)O)B(O)O